1-(2,5-dichloropyrimidin-4-yl)-3,3-dimethyl-indoline ClC1=NC=C(C(=N1)N1CC(C2=CC=CC=C12)(C)C)Cl